FC(C(=O)O)(F)F.NCCCC(C(C(=O)NC1=NN2C(C=CC=C2)=C1C(=O)N)N1C(C=C(C(=C1)OC)C1=C(C=CC(=C1)Cl)C#N)=O)C ({6-amino-2-[4-(5-chloro-2-cyanophenyl)-5-methoxy-2-oxopyridin-1(2H)-yl]-3-methylhexanoyl}amino)pyrazolo[1,5-a]pyridine-3-carboxamide trifluoroacetate